C1(=CC=CC=C1)[Si](OC)(OC)OC phenyltrimethoxysilane